FC1=CC(=CC2=C1C1=NC=CC=C1O2)C(F)(F)F 9-fluoro-7-(trifluoromethyl)benzofuro[3,2-b]pyridine